NC1=NC=2C=CC=C(C2C2=C1N=C(N2CC(C)(O)C)CCOC)OC 1-(4-amino-9-methoxy-2-(2-methoxyethyl)-1H-imidazo[4,5-c]quinolin-1-yl)-2-methylpropan-2-ol